ClC1=CC(=CC=2CN(CCOC21)CC=2C=NC(=NC2)C#N)N2C=CC1=CC(=CC=C21)F 5-{[9-chloro-7-(5-fluoroindol-1-yl)-3,5-dihydro-2H-1,4-benzoxazepin-4-yl]methyl}pyrimidine-2-carbonitrile